4-fluoro-2-(1-(2-methoxyethyl)-2,6-dioxopiperidin-3-yl)isoindolin-1,3-dione FC1=C2C(N(C(C2=CC=C1)=O)C1C(N(C(CC1)=O)CCOC)=O)=O